Cl.N1CCC(CC1)N1CCC(CC1)C1=CC=C(NC2C(NC(CC2)=O)=O)C=C1 3-[4-[1-(4-piperidyl)-4-piperidyl]anilino]piperidine-2,6-dione hydrochloride